N-(4-((2-(2,6-dioxopiperidin-3-yl)-1,3-dioxoisoindolin-4-yl)amino)butyl)-2-(4-(4-((5-(4-(methylsulfonyl)phenyl)-[1,2,4]triazolo[1,5-a]pyridin-2-yl)amino)phenyl)piperazin-1-yl)acetamide O=C1NC(CCC1N1C(C2=CC=CC(=C2C1=O)NCCCCNC(CN1CCN(CC1)C1=CC=C(C=C1)NC1=NN2C(C=CC=C2C2=CC=C(C=C2)S(=O)(=O)C)=N1)=O)=O)=O